BrC=1C=C(C(=NC1O)C(=O)OC)[N+](=O)[O-] methyl 5-bromo-6-hydroxy-3-nitro-pyridine-2-carboxylate